OC1=C(C=2C(C3=CC=C(C=C3C(C2C=C1)=O)O)=O)C(=O)[O-] 2,6-dihydroxyanthraquinoneAt